aluminum titanium nickel silver tin [Sn].[Ag].[Ni].[Ti].[Al]